N(=[N+]=[N-])CC1=CC=CC(=N1)C=O 6-(Azidomethyl)pyridinealdehyde